1-(4-(1-((1-(2-(4-(4-amino-3-(4-phenoxyphenyl)-1H-pyrazolo[3,4-d]pyrimidin-1-yl)piperidin-1-yl)ethyl)piperidin-4-yl)methyl)piperidin-4-yl)phenyl)dihydropyrimidine-2,4(1H,3H)-dione NC1=C2C(=NC=N1)N(N=C2C2=CC=C(C=C2)OC2=CC=CC=C2)C2CCN(CC2)CCN2CCC(CC2)CN2CCC(CC2)C2=CC=C(C=C2)N2C(NC(CC2)=O)=O